tert-butyl (1S,3as,6ar)-5-benzyl-1-(((tert-butyldimethylsilyl) oxy) methyl)-3-oxohexahydropyrrolo[3,4-C]pyrrole-2(1H)-carboxylate C(C1=CC=CC=C1)N1C[C@H]2[C@@H](C1)C(N([C@@H]2CO[Si](C)(C)C(C)(C)C)C(=O)OC(C)(C)C)=O